Furan-2(1H)-one O1C(CC=C1)=O